1-benzyl-4'-fluoro-spiro[azetidine-3,1'-indene]-2-one C(C1=CC=CC=C1)N1C(C2(C=CC3=C(C=CC=C23)F)C1)=O